C(#N)C=1C(=NC(=CC1C(F)(F)F)C)N[C@@H]1C(N(C2=C(N(CC1)CC(=O)NN)C(=CC=C2)F)C)=O (S)-2-(4-((3-cyano-6-methyl-4-(trifluoromethyl)pyridin-2-yl)amino)-10-fluoro-6-methyl-5-oxo-3,4,5,6-tetrahydrobenzo[b][1,4]diazocin-1(2H)-yl)acetohydrazide